(R)-2-(3-(2-(2-Fluoro-5-((6-fluoro-4-methyl-1H-indol-5-yl)oxy)phenyl)-1H-imidazol-5-yl)-3-methyl-2,3-dihydrobenzofuran-7-yl)acetic acid FC1=C(C=C(C=C1)OC=1C(=C2C=CNC2=CC1F)C)C=1NC(=CN1)[C@@]1(COC2=C1C=CC=C2CC(=O)O)C